3-(2-methyl-1,2,3,4-tetrahydro-5H-pyrido[4,3-b]indol-5-yl)propanamide CN1CC2=C(N(C=3C=CC=CC23)CCC(=O)N)CC1